[3-(chlorosulfonyl)phenyl]boronic acid ClS(=O)(=O)C=1C=C(C=CC1)B(O)O